6-amino-7-(3-hydroxy-2,6-dimethylphenyl)-2,3-dimethyl-2H-indazole-5-carboxamide NC=1C(=CC2=C(N(N=C2C1C1=C(C(=CC=C1C)O)C)C)C)C(=O)N